(2S,3S,4S)-N-((4-carbamimidoylthiophen-2-yl)methyl)-4-fluoro-3-methoxy-1-((4-phenoxybutanoyl)glycyl)pyrrolidine-2-carboxamide C(N)(=N)C=1C=C(SC1)CNC(=O)[C@H]1N(C[C@@H]([C@H]1OC)F)C(CNC(CCCOC1=CC=CC=C1)=O)=O